5-(4-cyclopropyl-1H-imidazol-1-yl)-N-(6-(4-isopropyl-4H-1,2,4-triazol-3-yl)pyridin-2-yl)-4-methyl-2-(methylsulfonyl)benzamide C1(CC1)C=1N=CN(C1)C=1C(=CC(=C(C(=O)NC2=NC(=CC=C2)C2=NN=CN2C(C)C)C1)S(=O)(=O)C)C